CC=1C(=CN(C1)C1=NC(=NC=C1)NC1=CC(=C(C=C1)C1=CC=CC=C1)C)CN1CC(C1)O 1-((4-methyl-1-(2-(2-methylbiphenyl-4-ylamino)pyrimidin-4-yl)-1H-pyrrol-3-yl)methyl)azetidin-3-ol